ClC1=C(C=C(C(=C1)Cl)F)C(C)NC(CN1C(NC2=CC=CC=C2C1=O)=O)=O N-[1-(2,4-Dichloro-5-fluorophenyl)ethyl]-1,4-dihydro-2,4-dioxo-3(2H)-quinazolineacetamide